N[C@H]1CC=CC[C@@H]1C1=C(C=2N=C(N=C(C2N1C(F)F)NCC=1OC=CC1)Cl)C 6-((1s,6s)-6-aminocyclohex-3-en-1-yl)-2-chloro-5-(difluoromethyl)-N-(furan-2-ylmethyl)-7-methyl-5H-pyrrolo[3,2-d]pyrimidin-4-amine